NC1=C(C(=C(C=N1)C=1C(=NC(=CC1)C(F)(F)F)C(=O)N)N1CCOCC1)F (6-amino-5-fluoro-4-morpholinylpyridin-3-yl)-6-(trifluoromethyl)pyridinamide